F[C@H]1CN(CC[C@H]1NC1=CC=CC2=C1SC(=C2CC(F)(F)F)C#CCNC2=CC=C(C1=C2OCC12CC2)S(=O)(=O)C)C (3S,4R)-3-fluoro-1-methyl-N-(2-(3-((4-(methylsulfonyl)-2H-spiro[benzofuran-3,1'-cyclopropane]-7-yl)amino)prop-1-yn-1-yl)-3-(2,2,2-trifluoroethyl)benzo[b]thiophen-7-yl)piperidin-4-amine